(R)-1-(2-chloropyridin-3-yl)ethyl (4-(5-((1S,2S)-2-cyanocyclopropane-1-carboxamido)pyridin-2-yl)-1-methyl-1H-1,2,3-triazol-5-yl)carbamate C(#N)[C@@H]1[C@H](C1)C(=O)NC=1C=CC(=NC1)C=1N=NN(C1NC(O[C@H](C)C=1C(=NC=CC1)Cl)=O)C